rac-(1S*,2S*)-2-(5-chloro-2-cyanophenyl)-N-(6-((2R,4S)-2-(6-cyclopropylimidazo[1,2-a]pyridin-2-yl)-4-hydroxypyrrolidin-1-yl)pyrimidin-4-yl)cyclopropane-1-carboxamide ClC=1C=CC(=C(C1)[C@@H]1[C@H](C1)C(=O)NC1=NC=NC(=C1)N1[C@H](C[C@@H](C1)O)C=1N=C2N(C=C(C=C2)C2CC2)C1)C#N |&1:7,8|